N1(N=CN=C1)CCC(=O)N1CC=2N(C=3C(=C(C=C(C3C2C=2C=NNC2)OCC#N)Cl)Cl)CC1 2-((2-(3-(1H-1,2,4-Triazol-1-yl)propanoyl)-6,7-dichloro-10-(1H-pyrazol-4-yl)-1,2,3,4-tetrahydropyrazino[1,2-a]indol-9-yl)oxy)acetonitrile